{2-[(2R)-2-hydroxy-2-phenylethyl]-2H-indazol-4-yl}boronic acid O[C@@H](CN1N=C2C=CC=C(C2=C1)B(O)O)C1=CC=CC=C1